2-[(2,4-dimethoxyphenyl)methylamino]-6-(5-methyl-3,4-dihydro-2H-quinoxalin-1-yl)-8-[4-[(4-methylpiperazin-1-yl)methyl]phenyl]pyrido[2,3-d]pyrimidin-7-one COC1=C(C=CC(=C1)OC)CNC=1N=CC2=C(N1)N(C(C(=C2)N2CCNC1=C(C=CC=C21)C)=O)C2=CC=C(C=C2)CN2CCN(CC2)C